2-(4-chlorophenyl)acetonitrile ClC1=CC=C(C=C1)CC#N